C(CCCC)OC(CCC#N)OCCCCC 4,4-dipentoxybutanenitrile